CON(C(=O)C=1C=C(C=C(C1)C(F)(F)F)NC(OC(C)(C)C)=O)C tert-butyl (3-(methoxy(methyl)carbamoyl)-5-(trifluoromethyl)phenyl)carbamate